6-[7-(difluoromethyl)-6-(1-methyl-pyrazol-4-yl)-3,4-dihydro-2H-quinolin-1-yl]-3-methyl-1,3-benzothiazol-2-one FC(C1=C(C=C2CCCN(C2=C1)C1=CC2=C(N(C(S2)=O)C)C=C1)C=1C=NN(C1)C)F